C1(CC1)CC=1N(C(=CC1C=1SC=C(N1)C(=O)O)C=1C=C(C=CC1)C1=CC(=CC=C1)C)CC1=CC(=C(C=C1)S(N)(=O)=O)F 2-(2-(cyclopropylmethyl)-1-(3-fluoro-4-sulfamoylbenzyl)-5-(3'-methyl-[1,1'-biphenyl]-3-yl)-1H-pyrrol-3-yl)thiazole-4-carboxylic acid